FCCN1CCC(CC1)CCNC(=O)N 2-[1-(2-fluoroethyl)-4-piperidinyl]ethylaminocarboxamide